C\C(=C/CC(CCN)N)\CC\C=C(\CCC=C(C)C)/C (2E,6E)-3,7,11-trimethyldodeca-2,6,10-trien-1-ylpropane-1,3-diamine